FC1=C(C=C2C=CN(C(C2=C1)=O)CCC[C@H](C)NC=1C=NNC(C1C(F)(F)F)=O)C1=NC=C(C=C1)C(F)(F)F 7-fluoro-2-[(4S)-4-[[6-oxo-5-(trifluoromethyl)-1H-pyridazin-4-yl]amino]pentyl]-6-[5-(trifluoromethyl)-2-pyridyl]isoquinolin-1-one